ClN1N=C(C2=CC=CC=C12)N1C2(CC2)CC(C1)F chloro-3-(6-fluoro-4-azaspiro[2.4]heptan-4-yl)-1H-indazole